NC([C@H](C[C@H]1C(NCC1)=O)NC([C@H](CC1CCC1)NC(=O)C=1NC2=CC=CC(=C2C1)OC)=O)=O N-((S)-1-(((S)-1-amino-1-oxo-3-((S)-2-oxopyrrolidin-3-yl)propan-2-yl)amino)-3-cyclobutyl-1-oxopropan-2-yl)-4-methoxy-1H-indole-2-carboxamide